methyl 1-(1-(4-(azetidin-3-yl)-2-methylphenyl)ethyl)piperidine-4-carboxylate N1CC(C1)C1=CC(=C(C=C1)C(C)N1CCC(CC1)C(=O)OC)C